(2-(5-chloro-1H-indol-3-yl)ethoxy)-5-(thiazol-5-yl)thiazolo[5,4-d]pyrimidine ClC=1C=C2C(=CNC2=CC1)CCOC=1SC=2N=C(N=CC2N1)C1=CN=CS1